FC1=CC=C(C=C1)N1C[C@@H](N(CC1)CC[C@@H]1OC(C2(C1)CCN(CC2)C([C@H](C)NC(OC(C)(C)C)=O)=O)=O)C tert-butyl ((S)-1-((R)-3-(2-((S)-4-(4-fluorophenyl)-2-methylpiperazin-1-yl)ethyl)-1-oxo-2-oxa-8-azaspiro[4.5]decan-8-yl)-1-oxopropan-2-yl)carbamate